lauroyloxybenzenesulphonate C(CCCCCCCCCCC)(=O)OC1=C(C=CC=C1)S(=O)(=O)[O-]